(S)-5-[2-hydroxy-3-(trimethylolmethylamino)-propoxy]-2-methyl-1-(methylphenyl)indole-3-carboxylic acid ethyl ester C(C)OC(=O)C1=C(N(C2=CC=C(C=C12)OC[C@H](CNC(CO)(CO)CO)O)C1=C(C=CC=C1)C)C